ClC1=CC=2C(C=N1)=CN(N2)C2CN(C2)C 6-chloro-2-(1-methylazetidin-3-yl)-2H-pyrazolo[4,3-c]pyridine